L-alanyl-L-1-aminoethyl-phosphonic acid N[C@@H](C)C(=O)CC(N)P(O)(O)=O